CSC=1N=NC(=C(N1)N)C(F)(F)F 3-(methylsulfanyl)-6-(trifluoromethyl)-1,2,4-triazin-5-amine